FC=1C=C2C(=NNC2=CC1OCCOC)C1=CC(=NO1)C1=CC=C(C(=O)N2[C@@H](CC2)CO)C=C1 [(2S)-1-(4-{5-[5-fluoro-6-(2-methoxyethoxy)-1H-indazol-3-yl]-1,2-oxazol-3-yl}benzoyl)azetidin-2-yl]methanol